OC=1C=CC=C2NC=C(CCN)C12 4-HYDROXYTRYPTAMINE